C(#N)C1(CC1)NC1CN(C1)C1=NC=C(C=N1)C=1C=CC=2N(C1)C(=C(N2)CC)N(C=2SC(=C(N2)C2=CC=C(C=C2)F)C#N)C 2-((6-(2-(3-((1-cyanocyclopropyl)amino)azetidin-1-yl)pyrimidin-5-yl)-2-ethylimidazo[1,2-a]pyridin-3-yl)(methyl)amino)-4-(4-fluorophenyl)thiazole-5-carbonitrile